FC(S(=O)(=O)N1C[C@@H](C[C@H]1C)NC(CC=1N=CC2=CC=C(C=C2C1)C1=NC(=CC=C1)N1C[C@@H](O[C@@H](C1)C)C)=O)F N-((3R,5R)-1-((difluoromethyl)sulfonyl)-5-methylpyrrolidin-3-yl)-2-(6-(6-((cis)-2,6-dimethylmorpholino)pyridin-2-yl)isoquinolin-3-yl)acetamide